(1R,4R,7R)-2-{2-[1-(cyclopropylmethyl)-6-[(piperidin-4-yl)methyl]-1H-indol-2-yl]-7-methoxy-1-methyl-1H-1,3-benzodiazole-5-carbonyl}-2-azabicyclo[2.2.1]heptan-7-amine C1(CC1)CN1C(=CC2=CC=C(C=C12)CC1CCNCC1)C1=NC2=C(N1C)C(=CC(=C2)C(=O)N2[C@@H]1CC[C@H](C2)[C@H]1N)OC